C(CC)(=O)NC1=CC=CC=C1 propionylaniline